(R)-6-(3-bromo-4-(pyrrolidin-1-yl)phenyl)-1-(2-(2-(methoxymethyl)pyrrolidin-1-yl)benzo[d]oxazol-6-yl)-4-oxo-1,4-dihydropyridine-3-carboxylic acid ethyl ester C(C)OC(=O)C1=CN(C(=CC1=O)C1=CC(=C(C=C1)N1CCCC1)Br)C1=CC2=C(N=C(O2)N2[C@H](CCC2)COC)C=C1